1-(1-(2-(3,4-dimethoxyphenyl)acetyl)piperidin-4-yl)-7-(trifluoromethyl)-1,3-dihydro-2H-benzo[d]imidazol-2-one COC=1C=C(C=CC1OC)CC(=O)N1CCC(CC1)N1C(NC2=C1C(=CC=C2)C(F)(F)F)=O